2-[6-(4-aminocyclohex-1-en-1-yl)imidazo[1,5-a]pyridin-8-yl]-N-ethyl-5-fluoro-N-isopropylbenzamide NC1CC=C(CC1)C=1C=C(C=2N(C1)C=NC2)C2=C(C(=O)N(C(C)C)CC)C=C(C=C2)F